Benzyl 3-(1-acetyl-3-piperidyl)-1-(benzyloxycarbonylsulfamoyl)pyrrole-2-carboxylate C(C)(=O)N1CC(CCC1)C1=C(N(C=C1)S(NC(=O)OCC1=CC=CC=C1)(=O)=O)C(=O)OCC1=CC=CC=C1